3-(2-chloro-4-fluorophenoxy)-N-(3-(S-methylsulfonimidoyl)phenyl)-6-(trifluoromethyl)pyridazine-4-carboxamide ClC1=C(OC=2N=NC(=CC2C(=O)NC2=CC(=CC=C2)S(=O)(=N)C)C(F)(F)F)C=CC(=C1)F